4,4-difluorocyclohexanol methanesulfonate CS(=O)(=O)OC1CCC(CC1)(F)F